FC1=CC(=C(C=C1)CC(=O)OCC)OCC=1C=C(C2=C(C=CO2)C1)B1OC(C(O1)(C)C)(C)C ethyl 2-(4-fluoro-2-((7-(4,4,5,5-tetramethyl-1,3,2-dioxaborolan-2-yl)benzofuran-5-yl)methoxy)phenyl)acetate